BrC=1C=2N(C=C(C1)OCC(C)(C)O)N=CC2C(=O)N(C)C 4-bromo-6-(2-hydroxy-2-methylpropyloxy)-N,N-dimethylpyrazolo[1,5-a]pyridine-3-carboxamide